1-(2-(benzyloxy)-4-(trifluoromethyl)phenyl)-N-(piperidin-3-yl)pyrrolo[1,2-d][1,2,4]triazin-4-amine C(C1=CC=CC=C1)OC1=C(C=CC(=C1)C(F)(F)F)C=1C=2N(C(=NN1)NC1CNCCC1)C=CC2